tert-butyl 6-((6-acetyl-8-cyclopentyl-5-methyl-7-oxo-7,8-dihydropyrido[2,3-d]pyrimidin-2-yl)amino)-3,4-dihydroisoquinoline-2(1H)-carboxylate C(C)(=O)C1=C(C2=C(N=C(N=C2)NC=2C=C3CCN(CC3=CC2)C(=O)OC(C)(C)C)N(C1=O)C1CCCC1)C